N[C@H](C(=O)N1N[C@@H](CCC1)C(=O)NN(C)C1=NC2=CC(=CC=C2C=C1)Br)C (3S)-1-[(2S)-2-aminopropanoyl]-N'-(7-bromo-2-quinolyl)-N'-methyl-hexahydropyridazine-3-carbohydrazide